ONC(=O)C=1C=2CN(CC2C=CC1)C=1C=NC2=CC=CN=C2C1 N-hydroxy-2-(1,5-naphthyridin-3-yl)isoindoline-4-carboxamide